6-Chloro-3-(((R)-1-(4-methyl-6-((S)-4-((1-methyl-1H-indol-3-yl)methyl)-2-oxooxazolidin-3-yl)pyridin-2-yl)ethyl)amino)picolinic acid ClC1=CC=C(C(=N1)C(=O)O)N[C@H](C)C1=NC(=CC(=C1)C)N1C(OC[C@@H]1CC1=CN(C2=CC=CC=C12)C)=O